7-bromo-9-(4-chloro-2-fluoro-phenyl)-2,3-dimethyl-pyrido[1,2-a]pyrimidin-4-one BrC=1C=C(C=2N(C(C(=C(N2)C)C)=O)C1)C1=C(C=C(C=C1)Cl)F